(R)-5-{4-[4-(4,6-dimethylbenzofuran-3-yl)piperidine-1-carbonyl]phenyl}-5-methylimidazolidine-2,4-dione CC1=CC(=CC2=C1C(=CO2)C2CCN(CC2)C(=O)C2=CC=C(C=C2)[C@@]2(C(NC(N2)=O)=O)C)C